C(C)OC(=O)C=1C(=NNC1)OCCCOCC 3-(3-ethoxypropoxy)-1H-pyrazole-4-carboxylic acid ethyl ester